(S)-5-((((6-(2-chloro-3-(3-chloro-2-(8-chloro-2-((S)-2-hydroxypropyl)-1,2,3,4-tetrahydroisoquinolin-6-yl)pyridin-4-yl)phenyl)-2-methoxypyridin-3-yl)methyl)amino)methyl)pyrrolidin-2-one ClC1=C(C=CC=C1C1=C(C(=NC=C1)C=1C=C2CCN(CC2=C(C1)Cl)C[C@H](C)O)Cl)C1=CC=C(C(=N1)OC)CNC[C@@H]1CCC(N1)=O